C(C)(C)(C)NC([O-])=O t-butylcarbamate